6-cyclopropyl-5-(hydroxymethyl)pyridine-2-carboxylic acid C1(CC1)C1=C(C=CC(=N1)C(=O)O)CO